N-(tert-butyl)-4-(cyclohexylamino)-3-(2-(2-hydroxyethyl)-2H-tetrazol-5-yl)benzenesulfonamide C(C)(C)(C)NS(=O)(=O)C1=CC(=C(C=C1)NC1CCCCC1)C=1N=NN(N1)CCO